7-Amino-8-(5-methyl-1H-indazol-4-yl)quinoxaline-6-carboxamide NC1=C(C=C2N=CC=NC2=C1C1=C2C=NNC2=CC=C1C)C(=O)N